8-(bromomethyl)-2,4-dimethoxyquinazoline BrCC=1C=CC=C2C(=NC(=NC12)OC)OC